OC=1C=C(C2OC3=CC(=CC=C3CC2)O)C=CC1OC 3',7-dihydroxy-4'-methoxyflavan